2-((2S,4aR)-14-bromo-13-fluoro-3-(4-methoxybenzyl)-7-methyl-6-oxo-1,2,3,4,4a,5,6,7,8,9-decahydro-11,17-(azeno)benzo[d]pyrazino[1,2-g][1,3,7,11]oxatriazacyclotridecin-2-yl)acetonitrile BrC=1C=CC2=C(N=C3OCCN(C(C[C@H]4N(C2=N3)C[C@@H](N(C4)CC4=CC=C(C=C4)OC)CC#N)=O)C)C1F